silicon propyl-triethoxyimidazole C(CC)C(C)OC=1NC(=C(N1)OCC)OCC.[Si]